(S)-3-(5-(4-((1-(4-((1R,2S)-6-hydroxy-2-methyl-1,2,3,4-tetrahydronaphthalene-1-yl)phenyl)piperidin-4-yl)methyl)piperazin-1-yl)-1-oxoisoindolin-2-yl)piperidine-2,6-dione OC=1C=C2CC[C@@H]([C@@H](C2=CC1)C1=CC=C(C=C1)N1CCC(CC1)CN1CCN(CC1)C=1C=C2CN(C(C2=CC1)=O)[C@@H]1C(NC(CC1)=O)=O)C